tetra(hydroxymethyl)bisphenol A OCC1=C(C(=C(C(=C1O)CO)CO)C(C)(C)C1=CC=C(C=C1)O)CO